C1(CCCC1)NC1=NC(=NC=C1C1(CC1)C(=O)OCC)SC Ethyl 1-(4-(cyclopentylamino)-2-(methylthio)pyrimidin-5-yl)cyclopropanecarboxylate